5-(4-methoxyphenyl)-6-trifluoromethyl-1,2,4-triazazine-3-carboxylic acid COC1=CC=C(C=C1)C1=NN(NN=C1C(F)(F)F)C(=O)O